COC(C1=CC(=C(C=C1)CN1N=C(C=2N=C(N=C(C21)NCC2CC1(CC1)C2)N)C)OC)=O.O2C(CCCC2)OCCC=O 3-((tetrahydro-2H-pyran-2-yl)oxy)propanal methyl-4-((5-amino-3-methyl-7-((spiro[2.3]hexan-5-ylmethyl)amino)-1H-pyrazolo[4,3-d]pyrimidin-1-yl)methyl)-3-methoxybenzoate